4-(4-(((2-(2,6-dioxopiperidin-3-yl)-1-oxoisoindolin-5-yl)methyl)(methyl)amino)piperidin-1-yl)-N-(4-methyl-3-((4-(pyridin-3-yl)pyrimidin-2-yl)amino)phenyl)benzamide O=C1NC(CCC1N1C(C2=CC=C(C=C2C1)CN(C1CCN(CC1)C1=CC=C(C(=O)NC2=CC(=C(C=C2)C)NC2=NC=CC(=N2)C=2C=NC=CC2)C=C1)C)=O)=O